(3,3-Difluorocyclobutyl)-4-((3-fluoropyridin-4-yl)methyl)oxazole FC1(CC(C1)C=1OC=C(N1)CC1=C(C=NC=C1)F)F